(3-fluorophenyl)pyridin FC=1C=C(C=CC1)C1=NC=CC=C1